N-(5-(4-chloro-2-(2-(4-methylpiperazin-1-yl)pyrimidin-5-yl)-1H-pyrrolo[2,3-b]pyridin-3-yl)-2-methylphenyl)acrylamide ClC1=C2C(=NC=C1)NC(=C2C=2C=CC(=C(C2)NC(C=C)=O)C)C=2C=NC(=NC2)N2CCN(CC2)C